N1=CC=CC2=CC=C3C=CC=NC3=C12.[Cu+] copper (I) 1,10-phenanthroline